Cl.O=C1C2=C(N=C(N1)C1=CC=C(C=C1)NC(=O)C1CN(C1)C)C=CS2 N-(4-(3,4-Dihydro-4-Oxothieno[3,2-d]Pyrimidin-2-yl)Phenyl)-1-Methyl-Azetidine-3-Carboxamide Hydrochloride